N1=CC=C(C2=CC=CC=C12)COC1=CC=CC(=N1)C1CCNCC1 4-(6-(quinolin-4-ylmethoxy)pyridin-2-yl)piperidine